C(C1=CC=CC=C1)O[C@H]1[C@@H](N(CC1)C(=O)OCC1=CC=CC=C1)COC1CC=C(CC1)C=1C(=NC=CC1C)OCC(=O)OCC benzyl (2S,3R)-3-(benzyloxy)-2-(((4-(2-(2-ethoxy-2-oxoethoxy)-4-methylpyridin-3-yl) cyclohex-3-en-1-yl)oxy)methyl)pyrrolidine-1-carboxylate